Cl.Cl.NC1C2=CC=C(C=C2CC12CCNCC2)C#N 3-amino-1,3-dihydrospiro[indene-2,4'-piperidine]-6-carbonitrile dihydrochloride